(3R)-2,4-diiodo-3-methylbut-1-ene IC(=C)[C@@H](CI)C